OC(C(=O)C=1OC(=CC1)CO)C 2-Hydroxy-1-(5-(Hydroxymethyl)furan-2-yl)propane-1-one